The molecule is a thiazolidinone that is the 5-{[4-(pyridin-4-yl)quinolin-6-yl]methylene} derivative of 1,3-thiazolidine-2,4-dione. A PI3K inhibitor It has a role as an EC 2.7.1.137 (phosphatidylinositol 3-kinase) inhibitor and an antineoplastic agent. It is a member of quinolines, a member of pyridines and a thiazolidinone. C1=CC2=NC=CC(=C2C=C1/C=C\\3/C(=O)NC(=O)S3)C4=CC=NC=C4